methyl(pyridin-2-yl)((6-(5-(trifluoromethyl)-1,2,4-oxadiazol-3-yl)pyridin-3-yl)imino)-λ6-sulfanone CS(=O)(=NC=1C=NC(=CC1)C1=NOC(=N1)C(F)(F)F)C1=NC=CC=C1